N-(quinolin-8-yl)pyridine-2-sulfonamide N1=CC=CC2=CC=CC(=C12)NS(=O)(=O)C1=NC=CC=C1